N-((S)-8,9-difluoro-6-oxo-1,4,5,6-tetrahydro-2H-pyrano[3,4-c]isoquinolin-1-yl)-4-fluoro-N-methylbicyclo[4.2.0]octa-1(6),2,4-triene-7-carboxamide FC=1C(=CC=2C3=C(NC(C2C1)=O)COC[C@H]3N(C(=O)C3C=1C=C(C=CC1C3)F)C)F